CN1CN(C(=C1C)C)C 1,3,4,5-tetramethyl-imidazole